C1(CCCCC1)N(C(=O)C1=NC=CC=C1)C1CCCCC1 N,N-dicyclohexyl-pyridineamide